ClC1=NC(=CC(=N1)N)N1CCOCC1 Chloro-6-morpholinopyrimidin-4-amine